OCCNCCCO 3-((2-hydroxyethyl)amino)propanol